3-(6,7-dichloro-1-oxoisoindolin-2-yl)piperidine-2,6-dione ClC1=CC=C2CN(C(C2=C1Cl)=O)C1C(NC(CC1)=O)=O